(rac)-12-Methoxy-1-[3-(5,6,7,8-tetrahydronaphthalen-1-yloxy)propyl]-4,5,7,8-tetrahydro-10,14-(metheno)[1,4,7]dioxazacyclotetradecino[9,8,7-hi]indole-2-carboxylic acid COC=1C=C2C=3C=CC=C4C(=C(N(C34)CCOCCOC(C1)=C2)C(=O)O)CCCOC2=CC=CC=1CCCCC21